N1CC(CCC1)NC1=NC=C(C(=N1)C1=CNC=2C(NCCC=CC21)=O)C(F)(F)F 3-{2-[(piperidin-3-yl)amino]-5-(trifluoromethyl)pyrimidin-4-yl}-1H,6H,7H,8H,9H-pyrrolo[2,3-c]azocin-9-one